3-[tert-butyl-(diphenyl)silyl]oxy-2-fluoro-N-[(1R)-2-(1H-indol-3-yl)-1-methyl-ethyl]-2-methyl-propan-1-amine C(C)(C)(C)[Si](OCC(CN[C@@H](CC1=CNC2=CC=CC=C12)C)(C)F)(C1=CC=CC=C1)C1=CC=CC=C1